FC(C)(S(=O)(=O)C1=CC(=CC=C1)F)C1CCN(CC1)C(=O)NC=1OC=NN1 4-(1-fluoro-1-((3-fluorophenyl)sulfonyl)ethyl)-N-(1,3,4-oxa-diazol-2-yl)piperidine-1-carboxamide